N1N=CC(=C1)C1=CC=C(C=C1)NC1=NC(=NC=C1)C1=CC=C2C=C(NC2=C1)C(=O)N1[C@@H](CNCC1)C (R)-(6-(4-((4-(1H-pyrazol-4-yl)phenyl)-amino)-pyrimidin-2-yl)-1H-indol-2-yl)(2-methyl-piperazin-1-yl)methanone